4-(5-(((2S,5R)-5-isopropyl-3,6-dimethoxy-2,5-dihydropyrazin-2-yl)methyl)imidazo[1,2-a]pyridin-8-yl)-3-(trifluoromethyl)benzonitrile C(C)(C)[C@H]1N=C([C@@H](N=C1OC)CC1=CC=C(C=2N1C=CN2)C2=C(C=C(C#N)C=C2)C(F)(F)F)OC